N[C@H]1[C@@H](CCCC1)O (1R,2R)-2-aminocyclohexanol